C1(CC1)N1C(C=C(C(=C1)OC1=C(C=CC=C1C)C)C=1C2=C(C(N(C1)C)=O)NC(=C2)C2=CC(=NC(=C2)C)C)=O 1-cyclopropyl-5-(2,6-dimethylphenoxy)-4-[2-(2,6-dimethylpyridin-4-yl)-6-methyl-7-oxo-1H-pyrrolo[2,3-c]pyridin-4-yl]pyridin-2-one